O=C(CC1OC(C2=C(S1)C=CC=C2)=O)C2=CC(=C(C(=C2)OC)OC)OC 2-(2-oxo-2-(3,4,5-trimethoxyphenyl)ethyl)-4H-benzo[d][1,3]oxathiin-4-one